2-((2,2-dimethyl-2,3-dihydrobenzo[b]furan-7-yl)oxy)propanamide lanthanum [La].CC1(CC2=C(O1)C(=CC=C2)OC(C(=O)N)C)C